(E)-2-((1,4-diethyl-1,2,3,4-tetrahydroquinoxalin-6-yl)diazenyl)-1,3-bis(3-(2,2,2-trifluoroacetamido)propyl)-1H-imidazol-3-ium bromide [Br-].C(C)N1CCN(C2=CC(=CC=C12)/N=N/C=1N(C=C[N+]1CCCNC(C(F)(F)F)=O)CCCNC(C(F)(F)F)=O)CC